2,2-dibromo-1-methyl-cyclopropanecarboxylic acid BrC1(C(C1)(C(=O)O)C)Br